4-chloro-5-fluoro-1H,2H,3H-pyrrolo[2,3-b]pyridin-2-one ClC1=C2C(=NC=C1F)NC(C2)=O